3-(4-(4-(Methyl((tetrahydro-2H-pyran-4-yl)methyl)amino)-7H-pyrrolo[2,3-d]pyrimidin-6-yl)phenyl)oxetan-3-ol CN(C=1C2=C(N=CN1)NC(=C2)C2=CC=C(C=C2)C2(COC2)O)CC2CCOCC2